(1R,3S,5R)-2-(2-(3-acetyl-7-methyl-5-(2-methylpyrimidin-5-yl)-1H-indol-1-yl)acetyl)-5-methyl-N-(6-(trifluoromethyl)pyrazin-2-yl)-2-azabicyclo[3.1.0]hexane-3-carboxamide C(C)(=O)C1=CN(C2=C(C=C(C=C12)C=1C=NC(=NC1)C)C)CC(=O)N1[C@@H]2C[C@@]2(C[C@H]1C(=O)NC1=NC(=CN=C1)C(F)(F)F)C